C(C)OC1=CSC(=C1)C1=NC=NC(=C1)NCCC1=CC2=CC=CC=C2C=C1OCC 3-Ethoxy-5-{6-[2-(3-ethoxy-naphthalen-2-yl)-ethylamino]-pyrimidin-4-yl}-thiophene